C(C1=CC=CC=C1)OC1=NC=C(C=C1C12NCCC2C1)F 1-(2-(benzyloxy)-5-fluoropyridin-3-yl)-2-azabicyclo[3.1.0]Hexane